2,5-diethylimidazole C(C)C=1NC(=CN1)CC